diethylene glycol bis[beta-(3-tert-butyl-5-methyl-4-hydroxyphenyl) propionate] C(C)(C)(C)C=1C=C(C=C(C1O)C)CCC(=O)OCCOCCOC(CCC1=CC(=C(C(=C1)C)O)C(C)(C)C)=O